(Z)-3-(3,4-Dimethoxyphenyl)-1-(2-hydroxy-4,6-dimethoxyphenyl)prop-2-en-1-one COC=1C=C(C=CC1OC)\C=C/C(=O)C1=C(C=C(C=C1OC)OC)O